C(C1=CC=CC=C1)OC1=CC=C(C=C1)C=1N(C=C(N1)C)C (4-(benzyloxy)phenyl)-1,4-dimethyl-1H-imidazole